7-acetyl-1H-pyrrolo[3,2-b]pyridine-5-carbonitrile C(C)(=O)C1=C2C(=NC(=C1)C#N)C=CN2